NC(C(=O)[O-])(CC(C)(C)C1CC1)C1=CC=C(C=C1)Cl 2-amino-2-(4-chlorophenyl)-4-cyclopropyl-4-methylpentanoate